FC1C(C1)C(=O)N 2-fluorocyclopropylcarboxamide